Cl.FC1=CC(=CC2=C1N=C(S2)C2CCNCC2)C=2C=C(C=1N(N2)C=C(N1)C)O 6-[4-fluoro-2-(piperidin-4-yl)-1,3-benzothiazol-6-yl]-2-methylimidazo[1,2-b]pyridazin-8-ol hydrochloride